FC(S(=O)(=O)O)(F)F.FS(=O)(=O)N1C(N(C2=C1C=CC=C2)C)C2=CC=CC=C2 1-(fluorosulfonyl)-3-methyl-2-phenyl-1H-benzimidazole trifluoromethanesulfonate